C1(CCCCC1)C(O)CN cyclohexyl-ethanolamine